(R)-N-(1-methyl-3-(2-methyl-7-(methylthio)-2,3-dihydro-[1,4]dioxino[2,3-c]pyridin-5-yl)-1H-pyrrolo[2,3-c]pyridin-5-yl)acetamide CN1C=C(C=2C1=CN=C(C2)NC(C)=O)C2=NC(=CC1=C2OC[C@H](O1)C)SC